C1(CC1)NC1CCN(CC1)S(=O)(=O)C=1C=C(C(=O)NC=2N=CC3=CC=C(C=C3C2)C=2C=NN(C2)C)C=CC1F 3-((4-(cyclopropylamino)piperidin-1-yl)sulfonyl)-4-fluoro-N-(6-(1-methyl-1H-pyrazol-4-yl)isoquinolin-3-yl)benzamide